(R)-3-((2-(4-(4-(2-amino-4-(difluoromethyl)pyrimidin-5-yl)-6-morpholino-1,3,5-triazin-2-yl)piperazin-1-yl)-2-oxoethyl)carbamoyl)pyrrolidin-1-ium chloride [Cl-].NC1=NC=C(C(=N1)C(F)F)C1=NC(=NC(=N1)N1CCOCC1)N1CCN(CC1)C(CNC(=O)[C@H]1C[NH2+]CC1)=O